Cl.N[C@H](CO)C1=CC(=CC=C1)C (2S)-2-amino-2-(3-methylphenyl)ethane-1-ol hydrochloride